FC1=CC=C(C=C1)C1CN(C1)C(=O)C=1C=C2CN(C(C2=CC1)=O)C1C(NC(CC1)=O)=O 3-(5-(3-(4-fluorophenyl)azetidine-1-carbonyl)-1-oxoisoindolin-2-yl)piperidine-2,6-dione